C[C@@H]1[C@@H](CCC1)N (1R,2S)-2-methylcyclopentylamine